((5-(4-(trifluoromethoxy)phenyl)thiophen-2-yl)methyl)quinoxaline-2-carboxamide FC(OC1=CC=C(C=C1)C1=CC=C(S1)CC=1C(=NC2=CC=CC=C2N1)C(=O)N)(F)F